(S)-N-[(6-bromo-2-chloro-3-fluorophenyl)methylidene]-2-methylpropane-2-sulfinamide BrC1=CC=C(C(=C1C=N[S@@](=O)C(C)(C)C)Cl)F